1-(3-(4-((3-methyl-4-((1-methyl-1H-benzo[d]imidazol-5-yl)oxy)phenyl)amino)pyrido[3,2-d]pyrimidin-6-yl)piperidin-1-yl)prop-2-en-1-one CC=1C=C(C=CC1OC1=CC2=C(N(C=N2)C)C=C1)NC=1C2=C(N=CN1)C=CC(=N2)C2CN(CCC2)C(C=C)=O